N-(tert-butyl)-1-methyl-1,2-ethylenediamine C(C)(C)(C)NC(CN)C